((2S,3R,4R)-3-Fluoro-4-((methylsulfonyl)oxy)-1-(9-phenyl-9H-fluoren-9-yl)pyrrolidin-2-yl)methyl methanesulfonate CS(=O)(=O)OC[C@@H]1N(C[C@H]([C@@H]1F)OS(=O)(=O)C)C1(C2=CC=CC=C2C=2C=CC=CC12)C1=CC=CC=C1